[N+](=O)([O-])C1=CC=C(C=C1)OC(=O)O[C@H]1C[C@H](CC1)C1=NN(C(=C1)NC1=CC2=C(N(C(O2)=O)C)C=C1)C(C)(C)C (1R,3S)-3-{5-[(3-methyl-2-oxobenzo[d][1,3]oxazol-6-yl)amino]-1-(2-methylprop-2-yl)pyrazol-3-yl}cyclopentyl [(4-nitrophenyl)oxy]methanoate